CN(CCOC=1N=C2C(=CC=NC2=CC1)OC1=C(C=C(N)C=C1)F)C 4-((6-(2-(dimethylamino)ethoxy)-1,5-naphthyridin-4-yl)oxy)-3-fluoroaniline